BrC1=NN2C(C(NCC2)=O)=C1 2-Bromo-6,7-dihydropyrazolo[1,5-a]pyrazin-4(5H)-one